Di-(2-ethylhexyl)amin C(C)C(CNCC(CCCC)CC)CCCC